8-(4-chloro-2-fluoro-phenyl)-2,3-dimethyl-6-[3-(1,2,4-triazol-1-yl)pyrrolidino]pyrimido[5,4-d]pyrimidin-4-one ClC1=CC(=C(C=C1)C1=NC(=NC2=C1N=C(N(C2=O)C)C)N2CC(CC2)N2N=CN=C2)F